5-(4-(2-((3-((3-(2-hydroxyethoxy)-5-(trifluoromethoxy)benzyl)amino)cyclobutyl)methoxy)ethoxy)-1H-indazol-6-yl)pyridazin-3-ol OCCOC=1C=C(CNC2CC(C2)COCCOC2=C3C=NNC3=CC(=C2)C=2C=C(N=NC2)O)C=C(C1)OC(F)(F)F